FC(S(=O)(=O)[O-])(F)F.C[N+](C1=NC=C(C=C1)C(=O)OC1=C(C(=CC(=C1F)F)F)F)(C)C N,N,N-trimethyl-5-((2,3,5,6-tetra-fluorophenoxy)carbonyl)pyridin-2-aminium trifluoromethane-sulfonate